C1CCCC2N1N1C(C(N2)=O)=CC(C=C1)=O hexahydrodipyrido[1,2-b:2',1'-f][1,2,4]triazine-6,8-dione